COC1=CC=C(CN(C2=NC(=C(C=3N2N=C(N3)OCC3=NC=CC=C3C)Br)C=3C=C(C#N)C=CC3)CC3=CC=C(C=C3)OC)C=C1 3-(5-(bis(4-methoxybenzyl)amino)-8-bromo-2-((3-methylpyridin-2-yl)methoxy)-[1,2,4]triazolo[1,5-c]pyrimidin-7-yl)benzonitrile